hydrogen sulfate pyridine salt N1=CC=CC=C1.S(=O)(=O)(O)O